(4R)-4-[3-[3-[4-[(2-Methyl-3-pyridyl)oxy]phenyl]azetidin-1-yl]-3-oxo-propyl]oxazolidin-2-one CC1=NC=CC=C1OC1=CC=C(C=C1)C1CN(C1)C(CC[C@H]1NC(OC1)=O)=O